ClC1=C(C=C(C=C1)C1=CN(C(C=C1)=O)C(C)C)C[C@@H](C(=O)NC1=CC=C(C=C1)C1=NN=CN1C)NC(O[C@@H](C(F)(F)F)C)=O [(1R)-2,2,2-trifluoro-1-methyl-ethyl] N-[(1S)-1-[[2-chloro-5-(1-isopropyl-6-oxo-3-pyridyl)phenyl]methyl]-2-[4-(4-methyl-1,2,4-triazol-3-yl)anilino]-2-oxo-ethyl]carbamate